tert-butyl (2-((3-((trifluoromethyl)thio)phenyl)carbamoyl) phenyl)carbamate FC(SC=1C=C(C=CC1)NC(=O)C1=C(C=CC=C1)NC(OC(C)(C)C)=O)(F)F